(2R,3S)-N-((3S)-5-(3-chlorophenyl)-9-isopropyl-2-oxo-2,3-dihydro-1H-1,4-benzodiazepin-3-yl)-2,3-bis(3,3,3-trifluoropropyl)succinamide ClC=1C=C(C=CC1)C1=N[C@@H](C(NC2=C1C=CC=C2C(C)C)=O)NC([C@@H]([C@@H](C(=O)N)CCC(F)(F)F)CCC(F)(F)F)=O